6-chloro-3-(((R)-1-(2-((1R,5S,6S)-6-((ethylcarbamoyl)oxy)-3-azabicyclo[3.1.0]hexan-3-yl)-3,6-dimethyl-4-oxo-3,4-dihydroquinazolin-8-yl)ethyl)amino)picolinic acid ClC1=CC=C(C(=N1)C(=O)O)N[C@H](C)C=1C=C(C=C2C(N(C(=NC12)N1C[C@@H]2C([C@@H]2C1)OC(NCC)=O)C)=O)C